C(C)(=O)C(=O)[C@](O)([C@H](OC(C)=O)[C@H](O)C)C(C)=O 1,2,3-O-triacetyl-5-deoxy-D-ribose